FC(C1=CC=C(N=N1)CC1CC2(CN(C2)C(=O)OC(C)(C)C)C1)(F)F tert-butyl 6-[[6-(trifluoromethyl) pyridazin-3-yl] methyl]-2-azaspiro[3.3]heptane-2-carboxylate